P1C=C(C=C1)N 3-phosphaolamine